2-(3-((3-chlorocyclobutyl)(4-methyl-4H-1,2,4-triazol-3-yl)methyl)phenyl)-6-(((1-methylcyclobutyl)amino)methyl)-4-(trifluoromethyl)-isoindolin-1-one ClC1CC(C1)C(C=1C=C(C=CC1)N1C(C2=CC(=CC(=C2C1)C(F)(F)F)CNC1(CCC1)C)=O)C1=NN=CN1C